ClC1=C(C=CC2=C1C(=N[C@H](C=1N2C(=NN1)C)C)C1=NC(=CC=C1Cl)OC)C(F)(F)F (4S)-7-chloro-6-(3-chloro-6-methoxy-2-pyridinyl)-1,4-dimethyl-8-(trifluoromethyl)-4H-[1,2,4]triazolo[4,3-a][1,4]benzodiazepine